(3S,4S)-tert-butyl 3-fluoro-4-((methylsulfonyl)oxy)pyrrolidine-1-carboxylate F[C@H]1CN(C[C@@H]1OS(=O)(=O)C)C(=O)OC(C)(C)C